ClC1=C(C=C(C=C1)C=1SC=C2N=CN(C(C21)=O)CC(N2CCCC2)=O)C(F)(F)F 5-(4-chloro-3-(trifluoromethyl)phenyl)-3-(2-oxo-2-(pyrrolidin-1-yl)ethyl)thieno[3,4-d]pyrimidin-4(3H)-one